FC=1C(=NC=C(C1)F)N(C([C@H](CO)NC(C1=CC=CC=C1)(C1=CC=CC=C1)C1=CC=CC=C1)=O)C (S)-N-(3,5-Difluoropyridin-2-yl)-3-hydroxy-N-methyl-2-(tritylamino)propanamide